C(C1CO1)N(C1=CC=C(C=C1)N(CC1CO1)CC1CO1)CC1CO1 N,N,N',N'-tetraglycidyl-1,4-phenylenediamine